5-methyl-6-oxo-1,6-dihydropyrimidine-2-carboxamide CC1=CN=C(NC1=O)C(=O)N